[C@@H]1([C@H](O)[C@H](O)[C@@H](CO)O1)N1C(=O)NC(=S)C=C1 4-Thio-uridine